4,5-dibromofurane BrC=1C=COC1Br